Triethanolamine dioctadecanoate C(CCCCCCCCCCCCCCCCC)(=O)O.C(CCCCCCCCCCCCCCCCC)(=O)O.N(CCO)(CCO)CCO